C(=C)NC(CC)=O N-Vinyl-propionic acid amide